Tert-butyl hexadecanoate C(CCCCCCCCCCCCCCC)(=O)OC(C)(C)C